ClC=1C(=C(C(=C(C1)/C(/C)=N/O)OC)C1=CC(=NC=C1)C(=O)N(C)C)C 4-{3-chloro-5-[(1E)-1-(hydroxyimino)ethyl]-6-methoxy-2-methylphenyl}-N,N-dimethylpyridine-2-carboxamide